ClC=1C=C(C=CC1C(=O)N1CCN(CC1)C(=O)C1CCNCC1)NC(=O)C=1N(C(=CN1)C=1C(=NN(C1)C1=NC=C(C=C1)NCCOC)C(F)(F)F)C N-[3-chloro-4-[4-(piperidine-4-carbonyl)piperazine-1-carbonyl]phenyl]-5-[1-[5-(2-methoxyethylamino)-2-pyridyl]-3-(trifluoromethyl)pyrazol-4-yl]-1-methyl-imidazole-2-carboxamide